[Br-].C(CCCCC)C[N+](C)(C)C hexyl-methyltrimethylammonium bromide